CC1=C(C(=NO1)C1=CC=CC=C1)C1=NN=CO1 5-(5-methyl-3-phenyl-1,2-oxazol-4-yl)-1,3,4-oxadiazole